FC=1C=C(C=CC1)[C@H](CNC(CC1CCC(CC1)C#N)(C)C)O (1S,4s)-4-{2-[(R)-2-(m-fluorophenyl)-2-hydroxyethylamino]-2-methyl-propyl}cyclohexanecarbonitrile